6-{8-[(2-cyano-2-methylideneethyl)amino]-7-methoxynaphthalen-2-yl}-N-[(3S)-1-methylpiperidin-3-yl]pyridine-2-carboxamide C(#N)C(CNC=1C(=CC=C2C=CC(=CC12)C1=CC=CC(=N1)C(=O)N[C@@H]1CN(CCC1)C)OC)=C